rel-N-{1-[(1S)-1-[2-chloro-3-(2-hydroxyethoxy)phenyl]ethyl]azetidin-3-yl}-1-cyclopropyl-1H-1,2,3-triazole-4-carboxamide ClC1=C(C=CC=C1OCCO)[C@H](C)N1CC(C1)NC(=O)C=1N=NN(C1)C1CC1 |o1:11|